(S)-3-((6-fluoroquinolin-5-yl)amino)pyrrolidine-1-carboxylic acid tert-butyl ester C(C)(C)(C)OC(=O)N1C[C@H](CC1)NC1=C2C=CC=NC2=CC=C1F